(R)-N-cyclopropyl-5-(4-(4-(trifluoromethyl)pyrazolo[1,5-a]pyridin-2-yl)-1,4,6,7-tetrahydro-5H-imidazo[4,5-c]pyridin-5-yl)pyrazine-2-carboxamide C1(CC1)NC(=O)C1=NC=C(N=C1)N1[C@H](C2=C(CC1)NC=N2)C2=NN1C(C(=CC=C1)C(F)(F)F)=C2